4-((8-methyl-2,3-dihydro-1H-pyrido[2,3-b][1,4]oxazin-7-yl)amino)-N-(4-(4-(2-methylpyridin-3-yl)piperazin-1-yl)phenyl)-2-oxo-1,2-dihydropyridine-3-carboxamide CC1=C(C=NC=2OCCNC21)NC2=C(C(NC=C2)=O)C(=O)NC2=CC=C(C=C2)N2CCN(CC2)C=2C(=NC=CC2)C